(R)-N-((S)-1-(((6-amino-2-methylpyridin-3-yl)methyl)amino)-1-oxopropan-2-yl)-2-((4-chlorobenzyl)amino)-4-phenylbutanamide NC1=CC=C(C(=N1)C)CNC([C@H](C)NC([C@@H](CCC1=CC=CC=C1)NCC1=CC=C(C=C1)Cl)=O)=O